C(C)(C)(C)OC(=O)N1[C@@H]([C@H]2[C@H]3C=C[C@@H]([C@H]2C1)C3)C(N[C@H](C(=O)OC)C[C@H]3C(NCC3)=O)=O (1R,2S,3S,6R,7S)-3-{[(2S)-1-methoxy-1-oxo-3-[(3S)-2-oxopyrrolidin-3-yl]prop-2-yl]carbamoyl}-4-azatricyclo[5.2.1.0{2,6}]dec-8-ene-4-carboxylic acid tert-butyl ester